FC1(C(CC1(F)F)COS(=O)(=O)C1=CC=C(C=C1)C)F.CC1=CC=CC=2C3=CC=CC(=C3N(C12)C1=CC(=CC=C1)N1C2=C(C=CC=C2C=2C=CC=C(C12)C)C)C 1,3-Bis(1,8-dimethyl-9H-carbazol-9-yl)benzene (2,2,3,3-tetrafluorocyclobutyl)methyl-4-methylbenzenesulfonate